FC(C=1N=C(SC1)CC=O)(F)F 2-(4-(trifluoromethyl)thiazol-2-yl)ethan-1-one